ClC=1C(=C(C(=O)O)C(=C(C1Cl)Cl)Cl)C=1C2=C(C=C(C(=C2OC2=C(C(C=C(C12)Br)=O)Br)Br)O)Br 3,4,5,6-tetrachloro-2-(1,4,5,8-tetrabromo-6-hydroxy-3-oxoxanth-9-yl)benzoic acid